C(C)OC(=O)C1=C(C=C(C=2N=COC21)Br)C 4-Bromo-6-methylbenzo[d]oxazole-7-carboxylic acid ethyl ester